(S)-1-(3-ethoxy-4-methoxyphenyl)-2-methanesulfonylethylamine N-acetyl-L-leucine salt C(C)(=O)N[C@@H](CC(C)C)C(=O)O.C(C)OC=1C=C(C=CC1OC)[C@@H](CS(=O)(=O)C)N